FC1([C@H]2[C@@H](NCC1)CNC2)F (4aR,7aR)-4,4-difluoro-octahydro-1H-pyrrolo[3,4-b]pyridin